1-(5-fluoro-2-methoxyphenyl)thiourea FC=1C=CC(=C(C1)NC(=S)N)OC